N(=NCO)CO azocarbinol